N-(3-cyano-4-fluorophenyl)-1-oxo-2-(2,2,2-trifluoroethyl)-3-(6-(trifluoromethyl)pyridin-3-yl)-1,2,3,4-tetrahydroisoquinoline-4-carboxamide C(#N)C=1C=C(C=CC1F)NC(=O)C1C(N(C(C2=CC=CC=C12)=O)CC(F)(F)F)C=1C=NC(=CC1)C(F)(F)F